OC=1C(=C(OCN(C(OC)=O)C)C=C(C1)CCCCC)C1C=C(CCC1)C methyl N-[[3-hydroxy-2-(3-methylcyclohex-2-en-1-yl)-5-pentyl-phenoxy]methyl]-N-methyl-carbamate